FC1=CC=C(C=C1)NC(=O)NCC1=C(C=CC2=C1N(C=N2)C)OC 1-(4-fluorophenyl)-3-((6-methoxy-1-methyl-1H-benzimidazol-7-yl)methyl)urea